C(C)C(C(=O)O)(CC)C.C(C)OC(C(CC)C)=O.C(C)C1NCC(NC1)CC 2,5-diethyl-piperazine ethyl-2-methylbutanoate (ETHYL-2-METHYL-BUTYRATE)